CC1C(N(CC(O1)C)CC1=NOC(=N1)C1=C(C(=C(C(=C1)F)F)O)F)=O 2,6-Dimethyl-4-((5-(2,4,5-trifluoro-3-hydroxyphenyl)-1,2,4-oxadiazol-3-yl)methyl)morpholin-3-one